FC=1C=C(C=CC1F)N1C(OCC[C@H]1C1=NC2=C(N1[C@@H]1C[C@H](C1)OC)C=CC(=C2)C=2C(=NOC2C)C)=O (S)-3-(3,4-difluorophenyl)-4-(5-(3,5-dimethylisoxazol-4-yl)-1-((trans)-3-methoxycyclobutyl)-1H-benzo[d]imidazol-2-yl)-1,3-oxazinane-2-one